CC(CC(=O)O)CCCCCCCCCC 3-methyl-tridecanoic acid